(S*,E)-3-(7-amino-7-methyl-8-oxo-6,7,8,9-tetrahydro-5H-pyrido[2,3-b]azepin-3-yl)-N-methyl-N-((2-methylbenzofuran-3-yl)methyl)acrylamide N[C@]1(CCC2=C(NC1=O)N=CC(=C2)/C=C/C(=O)N(CC2=C(OC1=C2C=CC=C1)C)C)C |o1:1|